(1-aminoethyl)-N-(2-(2-fluoroprop-2-yl)pyrimidin-4-yl)-8-methoxy-2,7-naphthyridin-3-amine NC(C)C1=NC(=CC2=CC=NC(=C12)OC)NC1=NC(=NC=C1)C(C)(C)F